C[C@@H]1[C@H](C2=NC=CC=C2O1)CNC(OCC1=CC=CC=C1)=O benzyl {[(2R,3S)-2-methyl-2,3-dihydrofuro[3,2-b]pyridin-3-yl]methyl}carbamate